O=C1[C@@H]2C[C@@H]2CN1C(=O)OC(C)(C)C tert-butyl (1R,5S)-2-oxo-3-azabicyclo[3.1.0]hexane-3-carboxylate